CC1=C(C(=CC=C1)C)C1=NC=2NS(C=3C=CC=C(C(NCC4(CCN(CC4)CC=4SC=CC4OC4=CC=CC=C4)COC(=C1)N2)=O)C3)(=O)=O 6-(2,6-Dimethylphenyl)-2,2-dioxo-1'-[(3-phenoxy-2-thienyl)methyl]spiro[9-oxa-2λ6-thia-3,5,13,20-tetrazatricyclo[13.3.1.14,8]icosa-1(19),4(20),5,7,15,17-hexaene-11,4'-piperidine]-14-one